Cl.N1(CCNCC1)C1=NC=C(C=N1)C(F)(F)F 2-piperazin-1-yl-5-(trifluoromethyl)pyrimidine hydrochloride